(R)-4-(Pyrrolidin-3-yl)thiomorpholine N1C[C@@H](CC1)N1CCSCC1